tert-Butyl N-(tert-butoxycarbonyl)-N-(4-(thiazol-2-yl)benzyl)carbamate C(C)(C)(C)OC(=O)N(C(OC(C)(C)C)=O)CC1=CC=C(C=C1)C=1SC=CN1